C(C)(=O)N1[C@H](CCC2=CC(=CC=C12)C1=CC=C(CNC(=O)C=2N=C3N(C=C(C=C3N3CCOCC3)C=3C=NC(=NC3)N)C2)C=C1)C (S)-N-(4-(1-Acetyl-2-methyl-1,2,3,4-tetrahydroquinolin-6-yl)benzyl)-6-(2-aminopyrimidin-5-yl)-8-morpholinoimidazo[1,2-a]pyridine-2-carboxamide